3-(3,4-dichlorophenyl)-7-((dimethylamino)methyl)-5-(2-(3-fluoropyrrolidin-1-yl)-2-oxoethyl)thieno[3,2-c]pyridin-4(5H)-one ClC=1C=C(C=CC1Cl)C1=CSC2=C1C(N(C=C2CN(C)C)CC(=O)N2CC(CC2)F)=O